ClC=1C(NN=CC1N1CC2=C(CC1)N(N=C2CN2CCN(CC2)C)CC2=C(C=CC=C2)C(F)F)=O 4-Chloro-5-(1-[[2-(difluoromethyl)phenyl]methyl]-3-[(4-methylpiperazin-1-yl)methyl]-1h,4h,5h,6h,7h-pyrazolo[4,3-c]pyridin-5-yl)-2,3-dihydropyridazin-3-one